((6-((diphenoxyphosphoryl)peroxy)-5'-methyl-4-pentyl-2'-(prop-1-en-2-yl)-1',2',3',4'-tetrahydro-[1,1'-biphenyl]-2-yl)oxy)methyl diphenyl phosphate P(=O)(OCOC1=C(C(=CC(=C1)CCCCC)OOP(=O)(OC1=CC=CC=C1)OC1=CC=CC=C1)C1C(CCC(=C1)C)C(=C)C)(OC1=CC=CC=C1)OC1=CC=CC=C1